ClC=1C(=C(C=C(C1)C(F)(F)F)O)C=1N=NC(=CC1)N[C@@H]1C[C@@H](C1)O 3-chloro-2-(6-((cis-3-hydroxycyclobutyl)amino)pyridazin-3-yl)-5-(trifluoromethyl)phenol